5-(azetidin-3-yloxy)-2-(2,6-dioxopiperidin-3-yl)isoindoline-1,3-dione hydrochloride Cl.N1CC(C1)OC=1C=C2C(N(C(C2=CC1)=O)C1C(NC(CC1)=O)=O)=O